O1C(=CC=C1)C1=CC=C(C=C1)CNC(=O)C1N(C(CN(C1)CC1=C(C=CC=C1)CN1CCOCC1)C)C(C(C)C)=O N-{[4-(furan-2-yl)phenyl]methyl}-6-methyl-1-(2-methylpropanoyl)-4-({2-[(morpholin-4-yl)methyl]phenyl}methyl)piperazine-2-carboxamide